tert-butyl 4-(6-{[2-({[(tert-butoxy)carbonyl](methyl)amino}methyl)pyridin-4-yl]amino}-5-nitropyridin-2-yl)piperazine-1-carboxylate C(C)(C)(C)OC(=O)N(C)CC1=NC=CC(=C1)NC1=C(C=CC(=N1)N1CCN(CC1)C(=O)OC(C)(C)C)[N+](=O)[O-]